FC(OC1=C(C=NN)C=CC=C1)(F)F (2-(trifluoromethoxy)benzylidene)hydrazine